s-methyl-4,5,6,7-tetrabromo-benzimidazole CSC1=NC2=C(N1)C(=C(C(=C2Br)Br)Br)Br